rac-tert-butyl (R)-3-bromo-4-((1-hydroxy-2-methoxy-6-methyl-4-oxocyclohexa-2,5-diene-1-carbonyl)oxy)-2-(methoxymethoxy)-5,6-dimethylbenzoate BrC=1C(=C(C(=O)OC(C)(C)C)C(=C(C1OC(=O)[C@@]1(C(=CC(C=C1C)=O)OC)O)C)C)OCOC |r|